CC1=CNC2=C1N(C(NC2=O)=S)CC2=C1C(CCOC1=CC=C2)NC(OC(C)(C)C)=O tert-butyl (5-((7-methyl-4-oxo-2-thioxo-2,3,4,5-tetrahydro-1H-pyrrolo[3,2-d]pyrimidin-1-yl)methyl)chroman-4-yl)carbamate